4-(4,4,5,5-tetramethyl-1,3,2-dioxaborolan-2-yl)-1-[1-(2,2,2-trifluoroethyl)azetidin-3-yl]-1H-pyrazole CC1(OB(OC1(C)C)C=1C=NN(C1)C1CN(C1)CC(F)(F)F)C